3,5,6-trihydroxy-5-hydroxymethyl-2-methoxycyclohex-2-en-1-one OC1=C(C(C(C(C1)(CO)O)O)=O)OC